C(#N)C=1C(=NC=CN1)C(C)N(C(C1=CC(=CC(=C1)C(F)(F)F)C(F)(F)F)=O)CC1CC1 N-[1-(3-cyanopyrazin-2-yl)ethyl]-N-(cyclopropylmethyl)-3,5-bis(trifluoromethyl)benzamide